C1(CC1)C1=NC(=NO1)CNC(=O)N1CC2(CCCC2)[C@@](CC1)(CN1C=NC(=CC1=O)C1=CC=CC=C1)O (S)-N-((5-Cyclopropyl-1,2,4-oxadiazol-3-yl)methyl)-10-hydroxy-10-((6-oxo-4-phenylpyrimidin-1(6H)-yl)methyl)-7-azaspiro[4.5]decane-7-carboxamide